2-(6-(6-((2R,6S)-2,6-dimethylmorpholino)pyridin-2-yl)isoquinolin-3-yl)acetic acid dihydrochloride Cl.Cl.C[C@H]1O[C@H](CN(C1)C1=CC=CC(=N1)C=1C=C2C=C(N=CC2=CC1)CC(=O)O)C